2-(1H-pyrazol-1-yl)-1-(2,4,6-trifluorophenyl)ethan-1-one N1(N=CC=C1)CC(=O)C1=C(C=C(C=C1F)F)F